C1(CC1)S(=O)(=O)NC=1C=C(C=CC1)[C@@H](CCN(C)C)NC(=O)C=1SC(=CN1)C1=NC(=CN=C1)OCC (R)-N-(1-(3-(cyclopropanesulfonamido)phenyl)-3-(dimethylamino)propyl)-5-(6-ethoxypyrazin-2-yl)thiazole-2-carboxamide